N-[1-[4-cyano-2-(5-cyano-2-pyridinyl)-5-(dimethylamino)pyrazol-3-yl]ethyl]-N-methyl-3,5-bis(trifluoromethyl)benzamide C(#N)C1=C(N(N=C1N(C)C)C1=NC=C(C=C1)C#N)C(C)N(C(C1=CC(=CC(=C1)C(F)(F)F)C(F)(F)F)=O)C